4-((6-(4-cyano-2,6-dimethylphenoxy)pyrimidin-4-yl)oxy)-3-methoxybenzyl-(4-fluorocinnamic acid) C(#N)C1=CC(=C(OC2=CC(=NC=N2)OC2=C(C=C(CC(C(=O)O)=CC3=CC=C(C=C3)F)C=C2)OC)C(=C1)C)C